1-[(3S)-3-[4-[3-chloro-2-fluoro-4-[(1-fluorocyclopropyl)methoxy]anilino]pyrido[3,2-d]pyrimidin-6-yl]oxypyrrolidin-1-yl]prop-2-en-1-one ClC=1C(=C(NC=2C3=C(N=CN2)C=CC(=N3)O[C@@H]3CN(CC3)C(C=C)=O)C=CC1OCC1(CC1)F)F